ClC1=C2C(=NC=C1C=1C=C(C=CC1)N1C(CN(CC1)S(=O)(=O)CCCCl)=O)NC=C2C2CC2 1-(3-(4-chloro-3-cyclopropyl-1H-pyrrolo[2,3-b]pyridin-5-yl)phenyl)-4-((3-chloropropyl)sulfonyl)piperazin-2-one